N,N-dimethyl-p-toluidine ethyl-5-(2-(4-bromobenzamido)ethyl)isoxazole-3-carboxylate C(C)OC(=O)C1=NOC(=C1)CCNC(C1=CC=C(C=C1)Br)=O.CN(C1=CC=C(C=C1)C)C